Br(=O)(=O)O.CN1C2CNC(C1)C2 2-methyl-2,5-diazabicyclo[2.2.1]Heptane bromate